3-hydroxy-1-(5-((4-methoxybenzyl)amino)-2-(pyridin-2-yl)-2H-1,2,3-triazol-4-yl)pent-2-en-1-one OC(=CC(=O)C1=NN(N=C1NCC1=CC=C(C=C1)OC)C1=NC=CC=C1)CC